1-(4-(2,6-bis(bis(2-methoxyethyl)amino)-8-(4-methoxypiperidin-1-yl)pyrimido[5,4-d]pyrimidin-4-yl)-1,4-diazepan-1-yl)ethanone COCCN(C=1N=C(C2=C(N1)C(=NC(=N2)N(CCOC)CCOC)N2CCC(CC2)OC)N2CCN(CCC2)C(C)=O)CCOC